C(C)(C)OC=1C=CC(=NC1)OC1CC(N(CC1C)C=1C2=C(N(C(N1)=O)C)C=CC(=N2)C#N)C (±)-Cis-(4-((5-isopropoxypyridin-2-yl)oxy)-2,5-dimethylpiperidin-1-yl)-1-methyl-2-oxo-1,2-dihydropyrido[3,2-d]pyrimidine-6-carbonitrile